1-{[(2s,4r)-4-ethyl-5-oxopyrrolidin-2-yl]methoxy}-7-(prop-2-yloxy)isoquinoline-6-carboxamide C(C)[C@@H]1C[C@H](NC1=O)COC1=NC=CC2=CC(=C(C=C12)OC(C)C)C(=O)N